2,6-difluoro-3-(1H-pyrrol-1-yl)-benzene Titanium [Ti].FC1=CC(=CC=C1N1C=CC=C1)F